O[C@@H]1C[C@@H](N(CC1)C(=O)OC(C)(C)C)C tert-butyl (2s,4s)-4-hydroxy-2-methyl-piperidine-1-carboxylate